C(C)(C)(C)N(C(O)=O)CC1=C(C=C(C=C1)C1=NC=NN2C1=CC(=C2)N2CCOCC2)C2CC2.C(C(C)C)OC(C=C)=O.C(C=C)(=O)O acrylic acid Isobutyl-acrylate tert-butyl-(2-cyclopropyl-4-(6-morpholinopyrrolo[2,1-f][1,2,4]triazin-4-yl)benzyl)carbamate